C(C=C)C1=C(C(=CC(=C1)Br)C)O 2-allyl-4-bromo-6-methylphenol